4-{[(2-fluorophenyl)(methyl)oxido-λ6-sulfanylidene]amino}-2-[(3R)-3-methylmorpholin-4-yl]-8-(1H-pyrazol-5-yl)-1,7-naphthyridine FC1=C(C=CC=C1)S(=O)(C)=NC1=CC(=NC2=C(N=CC=C12)C1=CC=NN1)N1[C@@H](COCC1)C